1-((1R,3R)-1-(2,6-difluoro-4-(2-(3-(fluoromethyl)azetidin-1-yl)ethoxy)phenyl)-3-methyl-3,4-dihydro-1H-pyrido[3,4-b]indol-2(9H)-yl)-2-fluoro-2-methylpropan-1-one FC1=C(C(=CC(=C1)OCCN1CC(C1)CF)F)[C@H]1N([C@@H](CC2=C1NC1=CC=CC=C21)C)C(C(C)(C)F)=O